[5-(propylthio)benzimidazol-2-yl]carbamic acid methyl ester COC(NC=1NC2=C(N1)C=CC(=C2)SCCC)=O